1-[6,7-Dichloro-10-(1H-pyrazol-4-yl)-3,4-dihydro-1H-pyrazino[1,2-a]indol-2-yl]ethanone ClC1=C(C=CC=2C(=C3N(C12)CCN(C3)C(C)=O)C=3C=NNC3)Cl